CC(C(=O)N1CC2=CN=C(C=C2CC1)OCC1=C(N=NN1C)C=1C=NC(=CC1)C)C 2-methyl-1-(6-{[1-methyl-4-(6-methylpyridin-3-yl)-1H-1,2,3-triazol-5-yl]methoxy}-1,2,3,4-tetrahydro-2,7-naphthyridin-2-yl)propan-1-one